NC1=CC=C(C=C1)C=1C=CC(NC1)=O 5-(4-aminophenyl)pyridin-2(1H)-one